N[C@@H]1CN(CC1)C1=CC=CC(=N1)C(=O)NC=1C=C2C(=NC1N1CCCCC1)N=C(O2)N2CCOCC2 (S)-6-(3-aminopyrrolidin-1-yl)-N-(2-morpholino-5-(piperidin-1-yl)oxazolo[4,5-b]pyridin-6-yl)picolinamide